1-((2-(difluoromethoxy)pyridin-4-yl)methyl)-3-(3-(trifluoromethyl)cyclopentyl)urea FC(OC1=NC=CC(=C1)CNC(=O)NC1CC(CC1)C(F)(F)F)F